ClC=1C(=C(C=CC1)NC(=O)C1=CC(=CC=2NC(=NC21)[C@H]2OCCC2)NC(=O)C2=C(C=CC=C2)C(F)(F)F)C N-(3-chloro-2-methylphenyl)-2-[(2S)-tetrahydrofuran-2-yl]-6-({[2-(trifluoromethyl)phenyl]carbonyl}amino)-1H-benzoimidazole-4-carboxamide